2-(3-(oxetan-3-yl)phenyl)isoindoline-1,3-dione O1CC(C1)C=1C=C(C=CC1)N1C(C2=CC=CC=C2C1=O)=O